N1=C(C=CC2=CC=CC=C12)COC1=CC=C(C=C1)C1=CC(=CC=C1)C(=O)O 4'-(quinolin-2-ylmethoxy)-[1,1'-biphenyl]-3-carboxylic acid